(R)-1-((4-bromopyridin-2-yl)methyl)-2-phenethyl-4-((trifluoromethyl)sulfonyl)-2,3,4,5-tetrahydro-1H-benzo[e][1,4]diazepin-6-ol BrC1=CC(=NC=C1)CN1[C@@H](CN(CC2=C1C=CC=C2O)S(=O)(=O)C(F)(F)F)CCC2=CC=CC=C2